ClC1=CC=2N(C=C1)C=C(N2)C(=O)NNC(NCCCN2CCOCC2)=S 2-(7-Chloroimidazo[1,2-a]pyridine-2-carbonyl)-N-(3-morpholinopropyl)hydrazine-1-carbothioamide